BrC=1C=CC(=NC1C)OC(C(=O)OCC)CC (5-Bromo-6-methyl-pyridin-2-yloxy)-butyric acid, ethyl ester